Hentriacontan CCCCCCCCCCCCCCCCCCCCCCCCCCCCCCC